methyl 2-(pyridinyl)-indazole-4-carboxylate N1=C(C=CC=C1)N1N=C2C=CC=C(C2=C1)C(=O)OC